3-(2-methoxyphenyl)butanol COC1=C(C=CC=C1)C(CCO)C